C(C)(C)(C)OOC(C)(C)N1C(NC2=C(C1=O)C(=C(S2)C(=O)OCC)C)=O ethyl 3-(2-t-butoxy-1,1-dimethyl-2-oxa-ethyl)-5-methyl-2,4-dioxo-1H-thieno[2,3-d]pyrimidine-6-formate